2-[Methyl-(3-trifluoromethyl-benzenesulfonyl)-amino]-5-oxo-5H-thieno[3,2-b]pyran-6-carboxylic acid CN(C1=CC=2OC(C(=CC2S1)C(=O)O)=O)S(=O)(=O)C1=CC(=CC=C1)C(F)(F)F